2-([1,1'-biphenyl]-4'-yloxy)ethylacrylic acid C1(=CC=CC=C1)C1=CC=C(C=C1)OCCC(C(=O)O)=C